[Sb]([O-])([O-])([O-])=O antimonate